((1S,6R,7R)-3-(3-(2,4-dimethyl-2H-benzo[d][1,2,3]triazol-5-yl)-1H-pyrazolo[3,4-b]pyrazin-6-yl)-7-(2-fluorophenyl)-3-azabicyclo[4.1.0]heptan-7-yl)methanamine CN1N=C2C(=N1)C=CC(=C2C)C2=NNC1=NC(=CN=C12)N1C[C@@H]2[C@]([C@@H]2CC1)(C1=C(C=CC=C1)F)CN